C(CCCCCCC)SC1=NC(=NC(=N1)SCCCCCCCC)NC1=CC(=C(C(=C1)C(C)(C)C)O)C(C)(C)C 2,4-bis(n-octylsulfanyl)-6-(4-hydroxy-3',5'-di-t-butylanilino)-1,3,5-triazine